NC=1C=CC(=C2CN(C(C12)=O)CC(C#N)=C)C1=CC=C2C=NN(C2=C1)C1CCC1 2-[[7-amino-4-(1-cyclobutylindazol-6-yl)-1-oxo-isoindolin-2-yl]methyl]prop-2-enenitrile